4,4,5,5-tetramethyl-2-[(Z)-1-methylprop-1-enyl]-1,3,2-dioxaborolane CC1(OB(OC1(C)C)/C(=C/C)/C)C